2-(Chloromethyl)-3-(((2S)-oxan-2-yl)methyl)benzo[d]imidazole-5-carboxylic acid methyl ester COC(=O)C1=CC2=C(N=C(N2C[C@H]2OCCCC2)CCl)C=C1